1-(7-cyclopentylpyrazolo[1,5-a]pyrimidin-6-yl)-3-[6-[4-[2-(2,6-dioxo-3-piperidyl)-1-oxo-isoindolin-5-yl]piperazin-1-yl]-5-methyl-3-pyridyl]urea C1(CCCC1)C1=C(C=NC=2N1N=CC2)NC(=O)NC=2C=NC(=C(C2)C)N2CCN(CC2)C=2C=C1CN(C(C1=CC2)=O)C2C(NC(CC2)=O)=O